8-(2-((4-methylpiperidin-1-yl)methyl)pyridin-4-yl)quinoline methyl-N-[5-[5-(6-fluoro-3,4-dihydro-2H-quinoline-1-carbonyl)imidazo[4,5-b]pyridin-3-yl]-2-pyridyl]carbamate COC(NC1=NC=C(C=C1)N1C=NC=2C1=NC(=CC2)C(=O)N2CCCC1=CC(=CC=C21)F)=O.CC2CCN(CC2)CC2=NC=CC(=C2)C=2C=CC=C1C=CC=NC21